butylene glycol diacetate C(C)(=O)OCCCCOC(C)=O